C(#N)/C(=C\1/CC(C2=CC=CC=C12)=C(C#N)C#N)/[N+]#[C-] (E)-2-(3-(cyano(isocyano)methylene)-2,3-dihydro-1H-indene-1-ylidene)malononitrile